N-(3-(5-fluoro-2-((3-methoxy-1-methyl-1H-pyrazol-4-yl)amino)pyrimidin-4-yl)-1H-indol-7-yl)-1'-methyl-[1,3'-bipyrrolidine]-2-carboxamide FC=1C(=NC(=NC1)NC=1C(=NN(C1)C)OC)C1=CNC2=C(C=CC=C12)NC(=O)C1N(CCC1)C1CN(CC1)C